COC(=O)C1=NC(=CC(=C1Cl)N)C1=C(C(=C(C=C1)Cl)N(C)C)F 4-amino-3-chloro-6-(4-chloro-3-dimethylamino-2-fluoro-Phenyl)-pyridine-2-carboxylic acid methyl ester